N-(3-fluoro-5-(trifluoromethoxy)phenyl)-6-(pyrimidin-5-ylmethyl)-4,5,6,7-tetrahydrothieno[2,3-c]pyridine-3-carboxamide FC=1C=C(C=C(C1)OC(F)(F)F)NC(=O)C1=CSC=2CN(CCC21)CC=2C=NC=NC2